C1(=CC=CC2=CC3=CC=CC=C3C=C12)C1=NNC2=C1C=CC=C2 anthryl-benzodiazole